2-((S)-3-carboxybutanoyl)-7-chloro-6-methoxybenzo[b]thiophen C(=O)(O)[C@H](CC(=O)C1=CC2=C(S1)C(=C(C=C2)OC)Cl)C